ClC1=CC2=C(N=C(N=C2NCC=2SC=CC2)C2CCN(CC2)C)C=N1 6-chloro-2-(1-methylpiperidin-4-yl)-N-(thiophen-2-ylmethyl)pyrido[3,4-d]pyrimidin-4-amine